2-fluoro-N-((2R)-1-(4-(4-methoxyphenyl)-2-methyl-2,8-diazaspiro[4.5]decan-8-yl)-3-methyl-1-oxobutan-2-yl)-5-methylbenzamide FC1=C(C(=O)N[C@@H](C(=O)N2CCC3(C(CN(C3)C)C3=CC=C(C=C3)OC)CC2)C(C)C)C=C(C=C1)C